FC1=CC=C(C=C1)C1=C(C=C2C(NC(NC2=C1SC[C@@H](CO)OC)=O)=O)C(F)(F)F (R)-7-(4-fluorophenyl)-8-((3-hydroxy-2-methoxypropyl)thio)-6-(trifluoromethyl)quinazoline-2,4(1H,3H)-dione